2-(chlorosulfonyl)-7-neopentyl-7,8-dihydro-1,6-naphthyridine-6(5H)-carboxylic acid tert-butyl ester C(C)(C)(C)OC(=O)N1CC=2C=CC(=NC2CC1CC(C)(C)C)S(=O)(=O)Cl